Br.BrCCCCCN 5-bromopentanamine hydrobromide